F[B-](F)(F)F.[H+].F[B-](F)(F)F.[H+].C1(CCCCC1)P(CCCCP(C1CCCCC1)C1CCCCC1)C1CCCCC1 1,4-bis(dicyclohexylphosphino)butane bis(tetrafluoroboric acid) salt